3-(4-chloro-6-phenyl-1,3,5-triazin-2-yl)-4-fluorobenzonitrile ClC1=NC(=NC(=N1)C1=CC=CC=C1)C=1C=C(C#N)C=CC1F